(R)-1-(4-(4,5-dichloro-1H-indole-2-carbonyl)-3-methylpiperazin-1-yl)ethan-1-one ClC1=C2C=C(NC2=CC=C1Cl)C(=O)N1[C@@H](CN(CC1)C(C)=O)C